methyl (1r,4r)-4-(3-chloroanilino)-2'-[3,3-difluoro-2-(hydroxymethyl)propyl]spiro[cyclohexane-1,1'-indene]-4-carboxylate ClC=1C=C(NC2(CCC3(C(=CC4=CC=CC=C34)CC(C(F)F)CO)CC2)C(=O)OC)C=CC1